C(#N)[C@@H](C)NC1=CC(=NC=C1N1N=NC(=C1)C12CCC(CC1)(C2)CCO)N2N=CC=1C2=NC=C(C1)C#N (R)-1-(4-((1-cyanoethyl)amino)-5-(4-(4-(2-hydroxyethyl)bicyclo[2.2.1]heptan-1-yl)-1H-1,2,3-triazol-1-yl)pyridin-2-yl)-1H-pyrazolo[3,4-b]pyridine-5-carbonitrile